perfluoro-peroxy acetyl peroxide C(C)(=O)OOOOF